[13C]([13CH2][13C](=O)O)(=O)SCCNC(CCNC([C@@H](C(COP(OP(OC[C@@H]1[C@H]([C@H]([C@@H](O1)N1C=NC=2C(N)=NC=NC12)O)OP(=O)(O)O)(=O)O)(=O)O)(C)C)O)=O)=O malonyl-13C3-CoA